C(#CC)OC(C=C)=O acrylic acid propynyl ester